3,5-di-t-butyl-4-(hydroxybenzoyl)benzoic acid n-hexadecyl ester C(CCCCCCCCCCCCCCC)OC(C1=CC(=C(C(=C1)C(C)(C)C)C(C1=C(C=CC=C1)O)=O)C(C)(C)C)=O